C(C1=CC=CC=C1)N1CCC(CC1)CCNC(=O)N1[C@@H](CN(C[C@H]1C)C=1N=NC(=CC1)C(F)(F)F)C (2R,6R)-N-[2-(1-benzylpiperidin-4-yl)ethyl]-2,6-dimethyl-4-[6-(trifluoromethyl)pyridazin-3-yl]piperazine-1-carboxamide